(S)-N-((S)-1-cyclohexyl-2-(4-(5,6-di-fluoro-1-(2-methoxy-ethyl)-1H-indole-2-carbonyl)piperazin-1-yl)-2-oxoethyl)-2-(methylamino)propan-amide C1(CCCCC1)[C@@H](C(=O)N1CCN(CC1)C(=O)C=1N(C2=CC(=C(C=C2C1)F)F)CCOC)NC([C@H](C)NC)=O